ClC=1C=C(C=CC1C)N1N=CC(=C1)[C@@H](C(=O)NC1=NNC(=C1)C1CC1)C (S)-2-(1-(3-chloro-4-methylphenyl)-1H-pyrazol-4-yl)-N-(5-cyclopropyl-1H-pyrazol-3-yl)propanamide